Ethylenglycol diglycidyl ether C(C1CO1)OCCOCC1CO1